4-(((tert-butyldimethylsilyl) oxy) methyl)-3,5-dichloro-2-fluorophenyl triflate O(S(=O)(=O)C(F)(F)F)C1=C(C(=C(C(=C1)Cl)CO[Si](C)(C)C(C)(C)C)Cl)F